tri(2-hydroxyethyl)isourea OCCN=C(N(CCO)CCO)O